4,5,9,10-tetra-hydropyrene C1=CC=C2CCC3=CC=CC=4CCC1=C2C34